FC1=C(N=CC2=C1N=C(N=C2N2CCC(CC2)C(=O)OC2=C(C(=CC=C2)F)F)OCC21CCCN1CCC2)C2=CC=CC1=CC=CC(=C21)F 2,3-difluorophenyl 1-(8-fluoro-7-(8-fluoronaphthalen-1-yl)-2-((hexahydro-1H-pyrrolizin-7a-yl)methoxy)pyrido[4,3-d]pyrimidin-4-yl)piperidine-4-carboxylate